CC1(C(C=C(C=C1)OC(F)(F)F)N)N 1-methyl-4-(trifluoromethoxy)benzene-1,2-diamine